(R)-2-aminomethyl-4-(methylsulfonyl)morpholine NC[C@@H]1CN(CCO1)S(=O)(=O)C